3-(4-(5-chloro-1-(1-cyclopropyl-1H-pyrazol-4-yl)-1H-indazol-6-yl)piperazin-1-yl)tetrahydrothiophene 1,1-dioxide ClC=1C=C2C=NN(C2=CC1N1CCN(CC1)C1CS(CC1)(=O)=O)C=1C=NN(C1)C1CC1